Bis(perfluoro-2-propoxy-propionyl) peroxid FC(C(=O)OOC(C(C(F)(F)F)(OC(C(C(F)(F)F)(F)F)(F)F)F)=O)(C(F)(F)F)OC(C(C(F)(F)F)(F)F)(F)F